C(C)(C)(C)C1=NN(C(=C1O)C)CC 3-tert-butyl-1-ethyl-4-hydroxy-5-methyl-pyrazole